CC1(CCCCC1)CCCO methylcyclohexanepropanol